C1CC12NC1(CC1)CC(C2)N2C=CC1=C2N=NC(=C1)C1=C(C=C(C=C1)N1N=NC=C1)O 2-[7-(4-azadispiro[2.1.25.33]dec-9-yl)-7H-pyrrolo[2,3-c]pyridazin-3-yl]-5-(1H-1,2,3-triazol-1-yl)phenol